6,8-dioxabicyclo[3.2.1]octan-4-thione C12CCC(C(OC1)O2)=S